C(C)OC(CC1=CC(=C(C(=C1)[N+](=O)[O-])OC)C1=NC=C(C=N1)OC)=O 4-methoxy-3-(5-methoxypyrimidin-2-yl)-5-nitrophenylacetic acid ethyl ester